4-(Pyridin-4-Ylamino)Cyclobut-3-Ene-1,2-Dione N1=CC=C(C=C1)NC1=CC(C1=O)=O